vinyltriiodosilane C(=C)[Si](I)(I)I